BrC=1C(=NC=C(C1N)C#CC(C)C)OC 3-bromo-2-Methoxy-5-(3-methyl-1-butynyl)-4-aminopyridine